1-ethyl-3-(trifluoromethyl)pyrazole-5-carbonyl isothiocyanate C(C)N1N=C(C=C1C(=O)N=C=S)C(F)(F)F